ClC=1N=C(SC1C(N(OCC#C)CC1=C(C=C(C=C1)F)F)=O)NC(OC(C)(C)C)=O tert-butyl {4-chloro-5-[(2,4-difluorobenzyl)(2-propynyloxy)carbamoyl]thiazol-2-yl}carbamate